N-(4b-hydroxy-7-isopropyl-10-oxo-4b,10-dihydro-9bH-indeno[1,2-b]benzofuran-9b-yl)propane-1-sulfonamide OC12OC3=C(C1(C(C1=CC=CC=C12)=O)NS(=O)(=O)CCC)C=CC(=C3)C(C)C